BrC1=CC=C(C=C1)N(C1=CC=CC2=CC=CC=C12)C1=CC=CC=C1 N-(4-bromophenyl)-N-phenylnaphthalen-1-amine